C(C)(C)OC(C(C(=O)OC(C)C)=COCC)=O.BrC1=CC2=C(NC3(CN(CC3)C(=O)C3=CC(=C(C=C3)NC(C=C)=O)C(F)(F)F)C(N2C)=O)N=C1 N-(4-(7-bromo-1-methyl-2-oxo-1,4-dihydro-2H-spiro[pyrido[2,3-b]pyrazine-3,3'-pyrrolidine]-1'-carbonyl)-2-(trifluoromethyl)phenyl)acrylamide Diisopropyl-2-(ethoxymethylene)malonate